4-(aminomethyl)-N-(4-(4-ethylpiperidin-1-yl)phenyl)aniline methyl-4-morpholinylpiperidine-1-carboxylate COC(=O)N1CCC(CC1)N1CCOCC1.NCC1=CC=C(NC2=CC=C(C=C2)N2CCC(CC2)CC)C=C1